NC=1C=2N(C3=CC(=C(C=C3N1)F)C(=O)N(C1COCC3=CC(=CC=C13)C(F)(F)F)C)C=NC2 4-amino-7-fluoro-N-methyl-N-(7-(trifluoromethyl)isochroman-4-yl)imidazo[1,5-a]quinoxaline-8-carboxamide